FC(C1=CC=2N(C=C1)N=C(N2)N)(F)F 7-(trifluoromethyl)-[1,2,4]triazolo[1,5-a]pyridin-2-amine